Pheophytin B C=CC1C(C)=C2C=C3N=C(C4=C5NC(=CC6=NC(=CC=1N2)C(C=O)=C6CC)C(C)=C5C(=O)[C@@H]4C(=O)OC)[C@@H](CCC(=O)OC/C=C(\C)CCCC(C)CCCC(C)CCCC(C)C)[C@@H]3C